N[C@H](C1=CC=CC=C1)CC(=O)O D-beta-PHENYLALANINE